Isopropyl (3-(thiazol-2-yl)bicyclo[1.1.1]pent-1-yl)carbamate S1C(=NC=C1)C12CC(C1)(C2)NC(OC(C)C)=O